NC1=NN2C(C=C(C=C2)C2=C(C=NC(=C2)C(F)(F)F)OCC23OCC(N(C2)C(=O)[O-])C3)=C1 1-(((4-(2-aminopyrazolo[1,5-a]pyridin-5-yl)-6-(trifluoromethyl)pyridin-3-yl)oxy)methyl)-2-oxa-5-azabicyclo[2.2.1]heptane-5-carboxylate